(R)-3-(4-Methylbenzyl)morpholine HCl salt Cl.CC1=CC=C(C[C@H]2NCCOC2)C=C1